[N+](=[N-])=CC=1CC[C@H](N1)C(=O)OC(C)C isopropyl (S)-5-(diazomethyl)-3,4-dihydro-2H-pyrrole-2-carboxylate